C1(CC1)C1=CC(=NN1)NC(CC=1C=NN(C1)C1=NC(=CC=C1)OC)=O N-(5-cyclopropyl-1H-pyrazol-3-yl)-2-[1-(6-methoxypyridin-2-yl)pyrazol-4-yl]acetamide